N=1N(C=C2CNCCC21)CC21CCC(CC2)(CC1)NC(OC(C)(C)C)=O tert-butyl (4-((4,5,6,7-tetrahydro-2H-pyrazolo[4,3-c]pyridin-2-yl)methyl)bicyclo[2.2.2]octan-1-yl)carbamate